(E)-4-(N-benzyl-2,4-dianilinopyrimidine-5-carboxamido)-2-butenecarboxylic acid methyl ester COC(=O)C\C=C\CN(C(=O)C=1C(=NC(=NC1)NC1=CC=CC=C1)NC1=CC=CC=C1)CC1=CC=CC=C1